C(C)(=O)C1=C(C(=C(C2=C1OC=1[C@@]2(C(C=2C(=NN(C2C1)C1=CC=C(C=C1)S(=O)(=O)C)C)=O)C)O)C)O (R)-8-acetyl-5,7-dihydroxy-3,4a,6-trimethyl-1-(4-(methylsulfonyl)phenyl)-1,4a-dihydro-4H-benzofuro[3,2-f]indazol-4-one